BrC1=CC(=C(C=C1)C1=NN2C(=NC=3C=CC=CC3C2=N1)N[C@@H](C(=O)N)CC)OC(F)(F)F (2R)-2-({2-[4-bromo-2-(trifluoromethoxy)phenyl][1,2,4]triazolo[1,5-c]quinazolin-5-yl}amino)butanamide